tert-butyl (S)-(2-hydroxy-1-(4-(N-hydroxycarbamimidoyl)thiophen-2-yl)ethyl)carbamate OC[C@@H](C=1SC=C(C1)C(NO)=N)NC(OC(C)(C)C)=O